CN1N=CC=C1CNC(=O)NC1=CC=C(C=C1)C1=NC(=NC(=N1)N1CCOCC1)C=1SC(=CC1)CN1CCOCC1 1-((1-methyl-1H-pyrazol-5-yl)methyl)-3-(4-(4-morpholino-6-(5-(morpholinomethyl)thiophen-2-yl)-1,3,5-triazin-2-yl)phenyl)urea